S1C(=NC2=C1C=CC=C2)NC2=C(C=C(N=N2)N(C=2SC=C(N2)C(=O)O)CCC(CO)OC)C 2-[[6-(1,3-benzothiazol-2-ylamino)-5-methyl-pyridazin-3-yl]-(4-hydroxy-3-methoxy-butyl)amino]thiazole-4-carboxylic acid